S(=O)(=O)(O)O.C[Hg].C[Hg] bis(methylmercury) sulfate